N-octyl-2,2-bis(2-propenyl)-4-pentylamine C(CCCCCCC)NC(CC(C)(CC=C)CC=C)C